C1OCC12CN(C2)C2COC1(C2)CCNCC1 3-(2-oxa-6-azaspiro[3.3]heptan-6-yl)-1-oxa-8-azaspiro[4.5]decane